2-[4-[4-(2,6-dioxo-3-piperidyl)-2-methylsulfonyloxy-phenyl]-1-piperidyl]acetic acid O=C1NC(CCC1C1=CC(=C(C=C1)C1CCN(CC1)CC(=O)O)OS(=O)(=O)C)=O